3-[1-(2,6-dichloro-3-fluoro-phenyl)-ethoxy]-5-(2-trifluoromethyl-phenyl)-pyridin-2-ylamine ClC1=C(C(=CC=C1F)Cl)C(C)OC=1C(=NC=C(C1)C1=C(C=CC=C1)C(F)(F)F)N